NC(CNC(=O)C1=NC(=CN=C1)C=1NC2=CC(=C(C=C2C1C)F)Cl)(C)C N-(2-amino-2-methylpropyl)-6-(6-chloro-5-fluoro-3-methyl-1H-indol-2-yl)pyrazine-2-carboxamide